4-{2-[2-(4-Chlorochinolin-8-sulfonamido)phenyl]ethynyl}isochinolin ClC1=CC=NC2=C(C=CC=C12)S(=O)(=O)NC1=C(C=CC=C1)C#CC1=CN=CC2=CC=CC=C12